COC=1C=C(C=CC1OC)C=CC(=O)O 3,4-dimethoxy-benzeneacrylic acid